Zinc stearoyl glutamate N[C@@H](CCC(=O)[O-])C(=O)OC(CCCCCCCCCCCCCCCCC)=O.[Zn+2].C(CCCCCCCCCCCCCCCCC)(=O)OC([C@@H](N)CCC(=O)[O-])=O